N-(1-(2-morpholinoethyl)-3-(pyridin-2-yl)-1H-pyrazol-4-yl)-5-(1H-pyrazol-4-yl)furan-2-carboxamide O1CCN(CC1)CCN1N=C(C(=C1)NC(=O)C=1OC(=CC1)C=1C=NNC1)C1=NC=CC=C1